C(C)(C)(C)OC(NC12CC(C1)(C2)N2N=CC(=C2)C2=CC(=C(C=C2)OC(F)(F)F)F)=O (3-(4-(3-fluoro-4-(trifluoromethoxy)phenyl)-1H-pyrazol-1-yl)bicyclo[1.1.1]pent-1-yl)carbamic acid tert-butyl ester